N1N=C(C=C1)CNC(C1=C(C=CC=C1)OC)=O N-((1H-pyrazol-3-yl)methyl)-2-methoxybenzamide